S(=O)(O)CC(C(=O)[O-])=O 3-sulfinopyruvate